1,2-Epoxycycloheptan C12C(CCCCC1)O2